(E)-2-benzylidene-1-(4-chlorophenyl)-4-phenylbutan-3-yn-1-one C(/C1=CC=CC=C1)=C(\C(=O)C1=CC=C(C=C1)Cl)/C#CC1=CC=CC=C1